OC1=C(C=CC=C1)C=1SC[C@H](N1)[C@H]1CC[C@@H](N1C)C(=O)OC(C)(C)C tert-butyl (2R,5R)-5-[(4R)-2-(2-hydroxyphenyl)-4,5-dihydrothiazol-4-yl]-1-methyl-pyrrolidine-2-carboxylate